C(C)(C)(C)C1=CC=C(C(=C1)C(C)(C)C)O 4,6-di-tertiary butylphenol